(tert-butoxycarbonyl)-4-methylazepane-4-carboxylic acid C(C)(C)(C)OC(=O)N1CCC(CCC1)(C(=O)O)C